1-(tert-butyl) 2-methyl (2S,4R)-4-phenoxypyrrolidine-1,2-dicarboxylate O(C1=CC=CC=C1)[C@@H]1C[C@H](N(C1)C(=O)OC(C)(C)C)C(=O)OC